COC1=C(C=CC=C1)C=1C(=NC=CC1)C(=O)O 3-(2-methoxyphenyl)pyridine-2-carboxylic acid